C(#N)C1=C(C=C(C=C1)F)CC(=O)OC methyl 2-(2-cyano-5-fluorophenyl)acetate